Cl.COC(C1=C(C=CC(=C1)CN)Cl)=O methyl-5-(aminomethyl)-2-chlorobenzoate hydrochloride